4-[(6-{3-Azabicyclo[3.1.0]hex-3-yl}-2-methylpyridin-3-yl)methyl]thiophene-2-carboxylic acid C12CN(CC2C1)C1=CC=C(C(=N1)C)CC=1C=C(SC1)C(=O)O